4-(1-(3-(1-(2-(2,6-dioxopiperidin-3-yl)-1,3-dioxoisoindolin-5-yl)piperidin-4-yl)propyl)-1H-pyrazol-4-yl)-N-(2-(((S)-2-methylpyrrolidin-1-yl)methyl)-1H-benzo[d]imidazol-5-yl)benzamide O=C1NC(CCC1N1C(C2=CC=C(C=C2C1=O)N1CCC(CC1)CCCN1N=CC(=C1)C1=CC=C(C(=O)NC2=CC3=C(NC(=N3)CN3[C@H](CCC3)C)C=C2)C=C1)=O)=O